C(=O)(O)C(CCC(=O)NCC1=CC=C(C=C1)N=C=S)N1CCN(CCN(CC1)CC(=O)O)CC(=O)O 2,2'-(7-(1-carboxy-4-((4-isothiocyanatobenzyl)amino)-4-oxobutyl)-1,4,7-triazonane-1,4-diyl)diacetic acid